BrC=1C(=NN2C1CCC1C2C1)C1=CC=C(C=C1)F racemic-3-bromo-2-(4-fluorophenyl)-5,5a,6,6a-tetrahydro-4H-cyclopropa[e]pyrazolo[1,5-a]pyridine